4-(4-(4-(2-(2-Aminopyridin-3-yl)-5-(1-methyl-6-oxo-1,6-dihydropyridin-3-yl)-3H-imidazo[4,5-b]pyridin-3-yl)benzyl)piperazin-1-yl)pyrimidine-2-carbonitrile NC1=NC=CC=C1C1=NC=2C(=NC(=CC2)C2=CN(C(C=C2)=O)C)N1C1=CC=C(CN2CCN(CC2)C2=NC(=NC=C2)C#N)C=C1